BrC1=C(C=C(C=C1)OC)C=1C(=C(C(N(C1)C)=O)C)C1=C(C=C(C=C1)F)F 5-(2-bromo-5-methoxyphenyl)-4-(2,4-difluorophenyl)-1,3-dimethyl-2(1H)-pyridinone